BrC=1C=CC(=C(C1)[S@@](=O)(C)=NC(OC(C)(C)C)=O)OC tert-butyl (S)-((5-bromo-2-methoxyphenyl)(methyl)(oxo)-λ6-sulfaneylidene)carbamate